N-methyl-1-(thiophen-3-yl)azetidine-3-carboxamide CNC(=O)C1CN(C1)C1=CSC=C1